3-[2-amino-5-(2-methylquinazolin-7-yl)thiazol-4-yl]benzonitrile NC=1SC(=C(N1)C=1C=C(C#N)C=CC1)C1=CC=C2C=NC(=NC2=C1)C